OCCCC1=C(C=CC=C1)S hydroxylpropylbenzenethiol